FC(C(C(F)(F)OC(C(=CC)C)=O)(F)F)CC(F)(F)F methyl-methacrylic acid octafluoropentyl Ester